COC=1SC=CC1 methoxythiophen